ClC=1C=C(C=CC1Cl)NC(C[C@H]1C[C@H](N(C1)C=1C2=C(N=C(N1)C)C1=C(O2)C=CC=C1)C(=O)O)=O (2S,4R)-4-(2-((3,4-dichlorophenyl)amino)-2-oxoethyl)-1-(2-methylbenzofuro[3,2-d]pyrimidin-4-yl)pyrrolidine-2-carboxylic acid